(3S,3aS,5aS,9aR)-5a-Methyl-1,2,3a,4,9,9a-hexahydrospiro[benzo[b]pyrrolo[1,2-d][1,4]oxazine-3,3'-indoline]-2',8(5aH)-dione C[C@@]12OC[C@H]3N([C@@H]1CC(C=C2)=O)CC[C@@]32C(NC3=CC=CC=C23)=O